tert-butyl N-[2-[2-[2-[2-chloro-6-(trifluoromethyl)pyrimidin-4-yl]oxyethoxy]ethoxy]ethyl]carbamate ClC1=NC(=CC(=N1)OCCOCCOCCNC(OC(C)(C)C)=O)C(F)(F)F